N-[3-[2-(difluoromethoxy)-5-(propan-2-ylsulfanyl)phenyl]-1H-pyrazol-4-yl]pyrazolo[1,5-a]pyrimidine-3-carboxamide FC(OC1=C(C=C(C=C1)SC(C)C)C1=NNC=C1NC(=O)C=1C=NN2C1N=CC=C2)F